1-(4-{[(2-chlorophenyl)acetyl]amino}-2-sulfamoylphenyl)-N,N-dimethyl-1H-pyrazol-4-carboxamide ClC1=C(C=CC=C1)CC(=O)NC1=CC(=C(C=C1)N1N=CC(=C1)C(=O)N(C)C)S(N)(=O)=O